CNC([C@H](C\C=C\C1=CC=CC=C1)NC(OC(C)(C)C)=O)=O tert-butyl (S,E)-(1-(methylamino)-1-oxo-5-phenylpent-4-en-2-yl)carbamate